3-methylene-6-methyl-1,4-dioxane-2,5-dione C=C1C(OC(C(O1)=O)C)=O